5-((1-(1-Methyl-1H-pyrazol-4-yl)-1H-pyrazolo[3,4-b]pyridin-6-yl)oxy)-5,6,7,8-tetrahydronaphthalene-2-carbonitrile CN1N=CC(=C1)N1N=CC=2C1=NC(=CC2)OC2C=1C=CC(=CC1CCC2)C#N